C(C=C)(=O)OCC(C(C(=O)N1[C@@H](CCCC1)C(=O)O[C@H](CCC1=CC(=C(C(=C1)OC)OC)F)C1=CC(=CC=C1)OCC(=O)OC(C)(C)C)=O)(C)C (R)-1-(3-(2-(tert-butoxy)-2-oxoethoxy)phenyl)-3-(3-fluoro-4,5-dimethoxyphenyl)propyl (S)-1-(4-(acryloyloxy)-3,3-dimethyl-2-oxobutanoyl)piperidine-2-carboxylate